C(#N)C1=CC=C2CC[C@@H](C2=C1)[C@@H](C(=O)NC1=CC=C(C=C1)C=1C(=NN(C1C)COCC[Si](C)(C)C)C)NC(=O)C=1N(N=CC1)C N-[(1S)-1-[(1S)-6-cyanoindan-1-yl]-2-[4-[3,5-dimethyl-1-(2-trimethylsilylethoxymethyl)pyrazol-4-yl]anilino]-2-oxo-ethyl]-2-methyl-pyrazole-3-carboxamide